N-(5-((6-((R)-3-(2,3-dichlorophenyl)isoxazolidine-2-yl)pyrimidine-4-yl)amino)-4-methoxy-2-morpholinophenyl)acrylamide ClC1=C(C=CC=C1Cl)[C@@H]1N(OCC1)C1=CC(=NC=N1)NC=1C(=CC(=C(C1)NC(C=C)=O)N1CCOCC1)OC